8-[(1s)-1-(4-fluoro-2-methylsulfonyl-phenoxy)ethyl]-3,6-dimethyl-2-morpholino-quinoline-4-carbonitrile FC1=CC(=C(O[C@@H](C)C=2C=C(C=C3C(=C(C(=NC23)N2CCOCC2)C)C#N)C)C=C1)S(=O)(=O)C